(4E,10Z)-tetradeca-4,10-dienyl acetate C(C)(=O)OCCC\C=C\CCCC\C=C/CCC